4-ethynyl-3,6-dihydropyridine-1(2H)-carbaldehyde C(#C)C=1CCN(CC1)C=O